ClC1=CC=C(C(=N1)C=1N=NN(N1)C([2H])([2H])[2H])NC(C)C=1C=C(C=C2C(N(C=3N(C12)C=NC3C3CCN(CC3)C(=O)OC(C)(C)C)C)=O)C tert-butyl 4-(9-(1-((6-chloro-2-(2-(methyl-d3)-2H-tetrazol-5-yl)pyridin-3-yl) amino) ethyl)-4,7-dimethyl-5-oxo-4,5-dihydroimidazo[1,5-a]quinazolin-3-yl)piperidine-1-carboxylate